C1=2C=C(C=CC2CC1)C(C)=O 1-(bicyclo[4.2.0]octan-1(6),2,4-trien-3-yl)ethan-1-one